2,3,4-trihydroxybenzoic acid OC1=C(C(=O)O)C=CC(=C1O)O